O=C1C=CNC2=NC=C(N=C21)C=2C=NNC2 8-oxo-2-(1H-pyrazol-4-yl)-5H,8H-pyrido[2,3-b]pyrazin